Cl.N[C@@H](C(=O)N[C@@H](CCOC1=CC(=C(C=C1)Cl)F)B1OC(C(O1)(C)C)(C)C)COC (R)-2-amino-N-((R)-3-(4-chloro-3-fluorophenoxy)-1-(4,4,5,5-tetramethyl-1,3,2-dioxaborolan-2-yl)propyl)-3-methoxypropanamide hydrochloride